lithium 1-isopropyl-1H-1,2,4-triazole-5-carboxylate C(C)(C)N1N=CN=C1C(=O)[O-].[Li+]